CC1=CC=C(C=C1)S(=O)(=O)N1CCC=CCC1 1-p-toluenesulfonyl-2,3,6,7-tetrahydro-1H-azepine